N-(2'-((5-(2,6-Diazaspiro[3.5]nonane-2-carbonyl)-1H-indazol-3-yl)ethynyl)-[1,1'-biphenyl]-2-yl)acetamide C1N(CC12CNCCC2)C(=O)C=2C=C1C(=NNC1=CC2)C#CC2=C(C=CC=C2)C2=C(C=CC=C2)NC(C)=O